(R)-N-(7-chloro-6-((S)-4-((3S,4S)-4-hydroxy-3-methyltetrahydrofuran-3-yl)-3-methylpiperazin-1-yl)isoquinolin-3-yl)-6-oxaspiro[2.5]octane-1-carboxamide ClC1=C(C=C2C=C(N=CC2=C1)NC(=O)[C@@H]1CC12CCOCC2)N2C[C@@H](N(CC2)[C@]2(COC[C@H]2O)C)C